2-Benzyloxy-5-(1,3-dioxolan-2-yl)-2-(trifluoromethyl)pentanoic Acid C(C1=CC=CC=C1)OC(C(=O)O)(CCCC1OCCO1)C(F)(F)F